C(C)(C)(C)OC(NCC(C)(C)F)=O N-(2-fluoro-2-methyl-propyl)carbamic acid tert-butyl ester